BrC=1C=C(C=CC1F)C=1NON(C1NC1CCC(CC1)O)O (3-bromo-4-fluorophenyl)-N'-hydroxy-4-((4-hydroxycyclohexyl)amino)-1,2,5-oxadiazole